FC1=CC(=C(C=C1C=1C=NN(C1)C)O)C1=NC=C(N=C1)N(C)[C@H]1C[C@@]2(CCC(C1)N2)CF 4-fluoro-2-(5-{[(1S,3R)-1-(fluoromethyl)-8-azabicyclo[3.2.1]octan-3-yl](methyl)amino}pyrazin-2-yl)-5-(1-methyl-1H-pyrazol-4-yl)phenol